C(C)(C)(C)C=1C=C(CC(C(=O)OCCCC(C2CC(N(C(C2)(C)C)C)(C)C)C2CC(N(C(C2)(C)C)C)(C)C)C(=O)[O-])C=C(C1O)C(C)(C)C bis(1,2,2,6,6-pentamethyl piperidin-4-yl)-butyl (3,5-di-t-butyl-4-hydroxybenzyl)malonate